C(#N)C(NC(=O)[C@@H]1[C@H]2C([C@H]2CN1)(C)C)C1=NN=CC2=CC=CC=C12 (1R,2S,5S)-N-(cyano(phthalazin-1-yl)methyl)-6,6-dimethyl-3-azabicyclo[3.1.0]hexane-2-carboxamide